FC(C=1C(=CN(C(C1)=O)C)C1=C2CCN(C(C2=CC(=C1)CN1C(=NC=C1)C)=O)[C@@H](C)C1=NC=C(C#N)C(=C1)OCC)F (S)-6-(1-(5-(4-(difluoromethyl)-1-methyl-6-oxo-1,6-dihydropyridin-3-yl)-7-((2-methyl-1H-imidazol-1-yl)methyl)-1-oxo-3,4-dihydroisoquinolin-2(1H)-yl)ethyl)-4-ethoxynicotinonitrile